6-chloroimidazo[2,1-b][1,3]thiazol ClC=1N=C2SC=CN2C1